(S)-2'-hydroxy-6,6'-dimethyl-[1,1'-biphenyl]-2-carbonitrile OC1=C(C(=CC=C1)C)C=1C(=CC=CC1C)C#N